4-({4-[(4-amino-6-sulfonylnaphthalen-1-yl)diazenyl]-6-sulfonylnaphthalen-1-yl}diazenyl)benzoic acid NC1=CC=C(C=2C=CC(CC12)=S(=O)=O)N=NC1=CC=C(C=2C=CC(CC12)=S(=O)=O)N=NC1=CC=C(C(=O)O)C=C1